NC1=CC(=C2NCCCCCCC(C3=NN=C(C1=N2)O3)(O)C(F)(F)F)C(F)(F)F 17-Amino-6,15-bis(trifluoromethyl)-19-oxa-3,4,13,18-tetrazatricyclo[12.3.1.12,5]nonadeca-1(18),2,4,14,16-pentaen-6-ol